C1(CCC1)C=C1CC2=CC=CC=C2C=C1 2-(cyclobutylmethylene)naphthalene